4,4'-Oxybis[3-(trifluoroMethyl)aniline] O(C1=C(C=C(N)C=C1)C(F)(F)F)C1=C(C=C(N)C=C1)C(F)(F)F